OCC1C(CC1CO)N1C=2N=C(NC(C2N=C1)=O)N 9-[2,3-bis(hydroxymethyl)cyclobutyl]guanine